C(C1=CC=CC=C1)OC1=CC(=C(C(=O)OC2=C(C(=C(C(=O)OCOC)C(=C2C)C)OCOC)Br)C(=C1)C=C)OC methoxymethyl 4-((4-(benzyloxy)-2-methoxy-6-vinylbenzoyl)oxy)-3-bromo-2-(methoxymethoxy)-5,6-dimethylbenzoate